BrC=1C=CC(=C(C1)C(=O)NC=1C=C(C2=C(NC(=N2)COC)C1)C(=O)NC1=C(C(=CC=C1)Cl)C)Cl 6-{[(5-Bromo-2-chlorophenyl)carbonyl]amino}-N-(3-chloro-2-methylphenyl)-2-(methoxymethyl)-1H-benzimidazole-4-carboxamide